3-(8-cyanoquinolin-5-yl)-N-(3,3-difluoro-1-methylpiperidin-4-yl)-5-(trifluoromethyl)-3-azabicyclo[3.1.0]hexane-1-carboxamide C(#N)C=1C=CC(=C2C=CC=NC12)N1CC2(CC2(C1)C(F)(F)F)C(=O)NC1C(CN(CC1)C)(F)F